C(C(C)C)(=O)N1CCN(CC1)C(=O)C=1C=NC2=CC(=C(C=C2C1N1CCC(CC1)(C#N)C)OC)OC 1-(3-(4-Isobutyrylpiperazine-1-carbonyl)-6,7-dimethoxyquinolin-4-yl)-4-methylpiperidine-4-carbonitrile